3-bromo-4-chloro-2-(trifluoromethyl)pyridine BrC=1C(=NC=CC1Cl)C(F)(F)F